C(C=C)OC([C@H](C[C@H](CC1=CC=CC=C1)NC(=O)C=1N=C(SC1)[C@@H](C[C@H](C(C)C)NC)OC)C)=O (2S,4R)-4-(2-((1R,3R)-1-methoxy-4-methyl-3-(methylamino)pentyl)thiazole-4-carboxamido)-2-methyl-5-phenylpentanoic acid allyl ester